C1(CC1)N1N=C2C=C(C(=CC2=C1)C=1C=C(C=CC1F)C=1C2=C(N=NC1)N(C=N2)CC)OC 4-(3-(2-Cyclopropyl-6-methoxy-2H-indazol-5-yl)-4-fluorophenyl)-7-ethyl-7H-imidazo[4,5-c]pyridazine